((dimethylamino)methylene)-2-methyl-2-phenylcyclobutane-1,3-dione CN(C)C=C1C(C(C1=O)(C1=CC=CC=C1)C)=O